BrC=1C=C2C(=NC1)N(C=C2C=2C=CC(=C(C#N)C2)OC(C)C)S(=O)(=O)C2=CC=C(C)C=C2 5-(5-bromo-1-tosyl-1H-pyrrolo[2,3-b]pyridin-3-yl)-2-isopropoxybenzonitrile